N1(C=CC=C1)CCCN 3-(1H-pyrrol-1-yl)propan-1-amine